2-methyl-5-(6-(4-(trifluoromethyl)phenyl)-1,2,4,4a,5,6-hexahydro-3H-pyrazino[1,2-a]quinoxalin-3-yl)-1,3,4-oxadiazole CC=1OC(=NN1)N1CC2N(C3=CC=CC=C3N(C2)C2=CC=C(C=C2)C(F)(F)F)CC1